CC1=CN=C(S1)C=1C2=CN(N=C2C=C(C1)C(=O)N[C@H](C)C=1C=NC(=NC1)C(F)(F)F)CC1OCCC1 4-(5-methylthiazol-2-yl)-2-((tetrahydrofuran-2-yl)methyl)-N-((R)-1-(2-(trifluoromethyl)pyrimidin-5-yl)ethyl)-2H-indazole-6-carboxamide